(R,E)-6-((1-(But-2-enoyl)-3-(2,3-dichloro-6-fluorophenyl)pyrrolidin-3-yl)amino)-3-cyclopropyl-8-fluoroquinazolin-4(3H)-one C(\C=C\C)(=O)N1C[C@@](CC1)(C1=C(C(=CC=C1F)Cl)Cl)NC=1C=C2C(N(C=NC2=C(C1)F)C1CC1)=O